lead-silver-copper-iron [Fe].[Cu].[Ag].[Pb]